(3-(3-(3,3,3-trifluoro-1-phenylpropyl)-1H-indol-2-yl)phenyl)boronic acid FC(CC(C1=CC=CC=C1)C1=C(NC2=CC=CC=C12)C=1C=C(C=CC1)B(O)O)(F)F